C(C)OC1=C(C=C(C=C1)S(=O)(=O)N1CCN(CC1)C)C1=NN2C(C(N1)=O)=C(C(=C2CCC)COCC(=O)O)C 2-((2-(2-ethoxy-5-((4-methylpiperazin-1-yl)sulfonyl)phenyl)-5-methyl-4-oxo-7-propyl-3,4-dihydropyrrolo[2,1-f][1,2,4]triazin-6-yl)methoxy)acetic acid